CC1=C(C(=O)P(C2=CC=CC=C2)(OC)=O)C(=CC(=C1)C)C 2,4,6-trimethylbenzoylmethoxyphenylphosphine oxide